ClC1=C(C(=O)OC)C=C(C(=C1)C)N1C(NC(CC1)=O)=O Methyl 2-chloro-5-(2,4-dioxo-1,3-diazinan-1-yl)-4-methylbenzoate